Cl.[Cl-].[Na+] sodium chloride HCl